tert-butyl (4-methoxybenzyl)(5-(4-methoxyisoquinolin-6-yl)thiazol-2-yl)carbamate COC1=CC=C(CN(C(OC(C)(C)C)=O)C=2SC(=CN2)C=2C=C3C(=CN=CC3=CC2)OC)C=C1